FC1=NN(C(C2=CC=C(C=C12)S(=O)(=O)C1=CC=CC=C1)=O)CC1=NN(C=C1)C fluoro-2-((1-methyl-1H-pyrazol-3-yl)methyl)-6-(phenylsulfonyl)phthalazin-1(2H)-one